COC1=CC=C(C=C1)C(OCC[C@H](O[Si](C(C)(C)C)(C)C)\C=C\C=C/C=C/[C@@H](O[Si](C(C)(C)C)(C)C)C\C=C/CC)(C1=CC=CC=C1)C1=CC=C(C=C1)OC (5S,6E,8Z,10E,12S)-5-{2-[bis(4-methoxyphenyl)(phenyl)methoxy]ethyl}-2,2,3,3,14,14,15,15-octamethyl-12-[(2Z)-pent-2-en-1-yl]-4,13-dioxa-3,14-disilahexadeca-6,8,10-triene